6-amino-1-(2-isopropyl-4-methylpyridin-3-yl)pyrimidine-2,4(1H,3H)-dione NC1=CC(NC(N1C=1C(=NC=CC1C)C(C)C)=O)=O